ClC=1C=C(C=C2OC(C3=CC=CC=C23)=O)C=CC1F 3-(3-chloro-4-fluorobenzylidene)isobenzofuran-1(3H)-one